COC(C1=CC(=C(C(=C1)C1=CN=CN1CCO)O)Cl)=O.N1(CCCC2=CC=CC=C12)C(=O)C=1C=NC=C(C1)N1CCCC1 (3,4-dihydro-1(2H)-quinolinyl)(5-(1-pyrrolidinyl)-3-pyridinyl)methanone Methyl-3-chloro-4-hydroxy-5-(1-(2-hydroxyethyl)-1H-imidazol-5-yl)benzoate